COC1=NC(=NC=C1C#N)N[C@H]1CN(CCC1)C1=NOC2=C1C=CC=C2[N+](=O)[O-] (R)-4-methoxy-2-((1-(7-nitrobenzo[d]isoxazol-3-yl)piperidin-3-yl)amino)pyrimidine-5-carbonitrile